C[C@@]12[C@H](C[C@@H](CC1)C2(C)C)NCCCCCCCNC2=CC=C(C=C2)N2C(NC(CC2)=O)=O 1-(4-((7-(((1R,2S,4R)-1,7,7-trimethylbicyclo[2.2.1]heptane-2-yl)amino)heptyl)amino)phenyl)dihydropyrimidine-2,4(1H,3H)-dione